ethyl 4-((1r,3r)-3-(((6-fluoroisoquinolin-5-yl)methyl)amino)cyclobutoxy)benzoate FC=1C(=C2C=CN=CC2=CC1)CNC1CC(C1)OC1=CC=C(C(=O)OCC)C=C1